(2-{[5-bromo-2-(3-chloro-pyridin-2-yl)-2H-pyrazole-3-carbonyl]-amino}-5-chloro-3-methyl-benzoyl)-N'-methyl-hydrazinecarboxylic acid methyl ester COC(=O)N(NC)C(C1=C(C(=CC(=C1)Cl)C)NC(=O)C=1N(N=C(C1)Br)C1=NC=CC=C1Cl)=O